(ethoxymethoxy)benzene-1,4-diamine C(C)OCOC1=C(C=CC(=C1)N)N